FC(C)(F)P(=O)(OC1=C(C(=CC(=C1)CCCCC)O)C1CCCC(=C1)C)N[C@@H](C)C(=O)OC methyl ((1,1-difluoroethyl) ((6-hydroxy-5'-methyl-4-pentyl-1',2',3',4'-tetrahydro-[1,1'-biphenyl]-2-yl)oxy)phosphoryl)-L-alaninate